2,5-bis-(trimethylstannyl)thieno[3,2-b]thiophene C[Sn](C1=CC2=C(S1)C=C(S2)[Sn](C)(C)C)(C)C